Methyldimethoxy(aminopropyl)silan C[Si](CCCN)(OC)OC